L-2,6-di-tert-butylphenol C(C)(C)(C)C1=C(C(=CC=C1)C(C)(C)C)O